C(C)(C)(C)OC(=O)C1=C(C=C(C=C1)N1CCN(CC1)C(=O)OCC1=CC=CC=C1)I benzyl 4-(4-(tert-butoxycarbonyl)-3-iodophenyl)piperazine-1-carboxylate